tert-butyl ((S)-1-(3-((R)-2-methylpiperidin-1-yl)-1,2,4-oxadiazol-5-yl)ethyl)carbamate C[C@H]1N(CCCC1)C1=NOC(=N1)[C@H](C)NC(OC(C)(C)C)=O